NC1=NC(=NC(=C1)Cl)C=1C=C(OCC(=O)NC(C)C)C=CC1 2-(3-(4-amino-6-chloropyrimidin-2-yl)phenoxy)-N-isopropylacetamide